C[C@@]12C=CC[C@H]1[C@@H]1CC[C@H]3C[C@@H](CC[C@]3(C)[C@H]1CC2)O (3a,5a)-androst-16-en-3-ol